FC1=C(C=C(C2=C1C=C(O2)CNC(=O)C=2C=NN1C2N=CC=C1)C(=O)OC(C(F)(F)F)C)F 1,1,1-Trifluoropropan-2-yl 4,5-difluoro-2-((pyrazolo[1,5-a]pyrimidine-3-carboxamido)methyl)benzofuran-7-carboxylate